1,4-bis[3-(N-sec-butylamino)propyl]piperazine C(C)(CC)NCCCN1CCN(CC1)CCCNC(C)CC